C(C)(C)(C)OC(=O)N1CCN(CC1)C1=C(CN(S(=O)(=O)C=2C=CC3=C(C(=C(O3)C(=O)O)C)C2)CCC2CCCCC2)C=CC=C1 5-(N-(2-(4-(tert-Butoxycarbonyl)piperazin-1-yl)benzyl)-N-(2-cyclohexylethyl)sulfamoyl)-3-methylbenzofuran-2-carboxylic acid